3-Fluoro-5-(piperazin-1-yl)-2,3-dihydro-1,4-benzodioxine FC1OC2=C(OC1)C=CC=C2N2CCNCC2